tert-butyl 3-(7-(2-((tert-butoxycarbonyl)amino)-5,7-difluorobenzo[d]thiazol-4-yl)-8-chloro-6-fluoro-1H-pyrazolo[4,3-c]quinolin-1-yl)azetidine-1-carboxylate C(C)(C)(C)OC(=O)NC=1SC2=C(N1)C(=C(C=C2F)F)C=2C(=CC=1C3=C(C=NC1C2F)C=NN3C3CN(C3)C(=O)OC(C)(C)C)Cl